NC1=C(C(=C(C2=CC=CC=C12)OC=1N=C(SC1C1=NC(=NC=C1)N[C@@H]1CN(C[C@H](C1)F)C(=O)OC(C)(C)C)C)C)F tert-butyl (3S,5S)-3-[[4-[4-[(4-amino-3-fluoro-2-methyl-1-naphthyl)oxy]-2-methyl-thiazol-5-yl]pyrimidin-2-yl]amino]-5-fluoro-piperidine-1-carboxylate